3-(4-((R)-2-aminopropoxy)phenyl)-N-((R)-1-(3-fluorophenyl)ethyl)imidazo[1,2-b]pyridazin-6-amine monoadipate C(CCCCC(=O)O)(=O)O.N[C@@H](COC1=CC=C(C=C1)C1=CN=C2N1N=C(C=C2)N[C@H](C)C2=CC(=CC=C2)F)C